N-(4-formyl-phenyl)-N-methyl-β-alanine C(=O)C1=CC=C(C=C1)N(CCC(=O)O)C